C1(=CC=C(C=C1)NC(CCN1C2=C(SCC1=O)C=CC=C2)=O)C2=CC=CC=C2 N-([1,1'-BIPHENYL]-4-YL)-3-(3-OXO-2,3-DIHYDRO-4H-BENZO[B][1,4]THIAZIN-4-YL)PROPANAMIDE